5-(1,3-dibenzylpyrrolidin-3-yl)-1-(4-fluorophenyl)-6-methyl-1H-indazole C(C1=CC=CC=C1)N1CC(CC1)(CC1=CC=CC=C1)C=1C=C2C=NN(C2=CC1C)C1=CC=C(C=C1)F